C(CC)N mono-propyl-amine